methyl 2-[(2-aminoethyl)(methyl)amino]acetate NCCN(CC(=O)OC)C